(6R,8S)-N-(5-cyano-6-(difluoromethoxy)pyridin-3-yl)-8-(1-(difluoromethyl)-1H-pyrazol-3-yl)-2-fluoro-8-methyl-7,8-dihydro-6H-cyclopenta[e]pyrazolo[1,5-a]pyrimidine-6-carboxamide C(#N)C=1C=C(C=NC1OC(F)F)NC(=O)[C@@H]1C[C@](C2=C1C=NC=1N2N=C(C1)F)(C)C1=NN(C=C1)C(F)F